1-p-nitrobenzoylpyrrolidine [N+](=O)([O-])C1=CC=C(C(=O)N2CCCC2)C=C1